(R)-1-(4-((5-(1-(2,2-difluoroethyl)-2-methyl-1H-benzo[d]imidazol-6-yl)-6-fluoro-4-(methoxy-d3)pyrrolo[2,1-f][1,2,4]triazin-2-yl)amino)-3,3-difluoropyrrolidin-1-yl)ethan-1-one FC(CN1C(=NC2=C1C=C(C=C2)C=2C(=CN1N=C(N=C(C12)OC([2H])([2H])[2H])N[C@H]1C(CN(C1)C(C)=O)(F)F)F)C)F